C1(CC1)C=1N=NN(C1)[C@H](C(=O)N1[C@@H](C[C@H](C1)O)C(=O)NC(C)(C)C1=C(C=CC=C1Cl)Cl)C(C)(C)C (2S,4R)-1-[(2S)-2-(4-cyclopropyltriazol-1-yl)-3,3-dimethyl-butanoyl]-N-[1-(2,6-dichlorophenyl)-1-methyl-ethyl]-4-hydroxy-pyrrolidine-2-carboxamide